FC(C=1C(=C(C=CC1)[C@H](C)NC1=NN(C(C=2C1=CN(C(C2)=O)C2(CC2)C(F)F)=O)C)F)(C2=NC=C(N=C2)C)F (S)-4-((1-(3-(difluoro(5-methylpyrazin-2-yl)methyl)-2-fluorophenyl)ethyl)amino)-6-(1-(difluoromethyl)cyclopropyl)-2-methyl-2,6-dihydropyrido[3,4-d]pyridazine-1,7-dione